2-Cyano-4-((2,3,5,6-tetrafluoro-3'-(methoxy-d3)-[1,1'-biphenyl]-4-yl)carbamoyl)thiazole-5-carboxylic acid C(#N)C=1SC(=C(N1)C(NC1=C(C(=C(C(=C1F)F)C1=CC(=CC=C1)OC([2H])([2H])[2H])F)F)=O)C(=O)O